benzylamine compound with carbon dioxide C(=O)=O.C(C1=CC=CC=C1)N